N-(4-(aminomethyl)cyclohexyl)-2,3-dihydro-1H-inden-5-amine NCC1CCC(CC1)NC=1C=C2CCCC2=CC1